(2-Chloro-4-((3-(3-fluoro-4-methoxyphenyl)imidazo[1,2-a]pyrazin-8-yl)amino)phenyl)(4-(2-(dimethylamino)ethyl)piperazin-1-yl)methanone ClC1=C(C=CC(=C1)NC=1C=2N(C=CN1)C(=CN2)C2=CC(=C(C=C2)OC)F)C(=O)N2CCN(CC2)CCN(C)C